4-((4-fluorophenyl)ethynyl)-N-((1-hydroxycyclobutyl)methyl)benzamide Methyl-(S)-2-(5-chloro-1H-indole-2-carboxamido)-3-cyclohexylpropanoate COC([C@H](CC1CCCCC1)NC(=O)C=1NC2=CC=C(C=C2C1)Cl)=O.FC1=CC=C(C=C1)C#CC1=CC=C(C(=O)NCC2(CCC2)O)C=C1